BrC1=C2C=NNC2=CC2=C1[C@H](CCC2)C#C[Si](C(C)C)(C(C)C)C(C)C |r| racemic-4-bromo-5-((triisopropylsilyl)ethynyl)-5,6,7,8-tetrahydro-1H-benzo[f]indazole